C(C=C)(=O)NC1=NC=CC(=C1Cl)SC=1N=CC(=NC1N)N1CCC(CC1)(C)NC(OC(C)(C)C)=O tert-butyl (1-(5-((2-acrylamido-3-chloropyridin-4-yl)thio)-6-aminopyrazin-2-yl)-4-methylpiperidin-4-yl)carbamate